C(CCC)[Al](CCCC)CCCC tri-normal butylaluminum